CN1N=CC(=C1)C=1C=C(C=CC1)CNC(CCCOC1=CC=C2CCC3(C2=C1)CCC(CC3)C(=O)O)=O 6'-[4-({[3-(1-methyl-1H-pyrazol-4-yl)phenyl]methyl}amino)-4-oxobutoxy]-2',3'-dihydrospiro[cyclohexane-1,1'-indene]-4-carboxylic acid